3-[6-(pyrrolidin-1-yl)pyridin-2-yl]aniline N1(CCCC1)C1=CC=CC(=N1)C=1C=C(N)C=CC1